(2-amino-3-(3-((6-(benzylthio)pyridin-3-yl)methyl)isoxazol-5-yl)pyridin-1-ium-1-yl)methyl hydrogen phosphate P(=O)(OC[N+]1=C(C(=CC=C1)C1=CC(=NO1)CC=1C=NC(=CC1)SCC1=CC=CC=C1)N)(O)[O-]